O=C(CC[C@H]1NC(OC1)=O)N1CC(C1)C=1C=NC(=CC1)N1CC(C1)C(F)(F)F (4R)-4-[3-Oxo-3-[3-[6-[3-(trifluoromethyl)azetidin-1-yl]-3-pyridyl]azetidin-1-yl]propyl]oxazolidin-2-one